ClC1=CC=C(C=C1)C1=C(CCC(C1)(C)C)C(=O)N1CCC2(CN(C2)C(=O)C=2C=C3CN(C(C3=CC2)=O)C2C(NC(CC2)=O)=O)CC1 3-(5-(7-(4'-chloro-5,5-dimethyl-3,4,5,6-tetrahydro-[1,1'-biphenyl]-2-carbonyl)-2,7-diazaspiro[3.5]nonane-2-carbonyl)-1-oxoisoindolin-2-yl)piperidine-2,6-dione